ClC1=CC=NC=2[C@@H](CC[C@H](C12)C)F (5R,8R)-4-chloro-8-fluoro-5-methyl-5,6,7,8-tetrahydroquinoline